2-(3-((1r,3s)-3-ethyl-1-(4-methyl-4H-1,2,4-triazol-3-yl)cyclobutyl)phenyl)-6-(((1-methylcyclobutyl)amino)methyl)-4-(trifluoromethyl)isoindolin-1-one C(C)C1CC(C1)(C1=NN=CN1C)C=1C=C(C=CC1)N1C(C2=CC(=CC(=C2C1)C(F)(F)F)CNC1(CCC1)C)=O